(7-(difluoromethyl)-5-ethoxy-2,6-naphthyridin-3-yl)cyclobutane-1,3-diamine FC(C1=NC(=C2C=C(N=CC2=C1)C1(CC(C1)N)N)OCC)F